C(#C)C1=CC(=C(C=C1)CNC(OC(C)(C)C)=O)OC tert-butyl N-[(4-ethynyl-2-methoxy-phenyl)methyl]carbamate